(3-((3,4-dihydroquinolin-1(2H)-yl)sulfonyl)phenyl)(indolin-1-yl)methanone N1(CCCC2=CC=CC=C12)S(=O)(=O)C=1C=C(C=CC1)C(=O)N1CCC2=CC=CC=C12